2-[(2S,5R)-5-methyl-4-(1-methylcyclopropanecarbonyl)-2-phenyl-piperazin-1-yl]-2-oxo-N-(1-tetrahydropyran-2-ylpyrazolo[4,3-c]pyridin-7-yl)acetamide C[C@H]1N(C[C@@H](N(C1)C(C(=O)NC=1C2=C(C=NC1)C=NN2C2OCCCC2)=O)C2=CC=CC=C2)C(=O)C2(CC2)C